phenylphenol C1=CC=C(C=C1)C2=CC=CC=C2O